Cl.C(C)OC=1C(=CC2=CN(N=C2C1)C)C(=O)NC=1N=NC(=CC1)N1C[C@@H](N(CC1)CC)C (S)-6-ethoxy-N-(6-(4-ethyl-3-methylpiperazin-1-yl)pyridazin-3-yl)-2-methyl-2H-indazole-5-carboxamide hydrochloride